C(C1=CC=CC=C1)OC=1C(=CNC1)CCN[C@@H]1C[C@H](CC1)NC1=NC=C(C(=N1)C1=CNC2=CC(=CC=C12)C(=O)O)C(F)(F)F 3-(2-(((1S,3S)-3-((2-((3S,4R)-4-(benzyloxy)pyrrol-3-yl)ethyl)amino)cyclopentyl)amino)-5-(trifluoromethyl)pyrimidin-4-yl)-1H-indole-6-formic acid